OCC=1N(C=C(N1)C)C[C@H]1OCC1 2-(hydroxymethyl)-4-methyl-1-(((S)-oxetan-2-yl)methyl)-1H-imidazole